5-bromo-1,3-dihydroinden-2-one BrC=1C=C2CC(CC2=CC1)=O